6-methyl-2-oxo-N-phenoxy-5-phenyl-1-[3-(trifluoromethyl)phenyl]-1,2-dihydro-pyridine-3-carboxamide CC1=C(C=C(C(N1C1=CC(=CC=C1)C(F)(F)F)=O)C(=O)NOC1=CC=CC=C1)C1=CC=CC=C1